COC=1C=CC2=C(NC(=N2)SCC(=O)N(C(C)C)C(C)C)C1 2-[(6-methoxy-1H-1,3-benzodiazol-2-yl)sulfanyl]-N,N-bis(propan-2-yl)acetamide